Ethyl 4-(2-(tert-butoxycarbonyl)hydrazino)piperidine-1-carboxylate C(C)(C)(C)OC(=O)NNC1CCN(CC1)C(=O)OCC